1-(((1s,2s,5s,6r)-5-fluoro-6-methyl-4-oxo-3-azabicyclo[3.1.0]hex-2-yl)methoxy)-7-methoxyisoquinoline-6-carboxamide F[C@@]12C(N[C@@H]([C@@H]2[C@H]1C)COC1=NC=CC2=CC(=C(C=C12)OC)C(=O)N)=O